[I-].C(CCCCCCCCCCCCCCCCCCCCC)[N+](C)(C)C docosyl-trimethyl-ammonium iodide